CC1=NN(C(C2=CC(=CC=C12)C(=O)OC)=O)C methyl 1,3-dimethyl-4-oxophthalazine-6-carboxylate